2-(4-fluoroPhenyl)acetonitrile FC1=CC=C(C=C1)CC#N